phenyl-tributoxysilane C1(=CC=CC=C1)[Si](OCCCC)(OCCCC)OCCCC